C[Si](=[Zr](C1C(=CC2=C(C(=C(C=C12)C(C)(C)C)OC)C1=CC(=CC(=C1)C)C)C)C1C(=CC2=C(C=3CCCC3C(=C12)C1=CC(=CC(=C1)C)C)C1=CC(=CC(=C1)C)C)C)C dimethylsilanediyl[2-methyl-4,8-di(3,5-dimethylphenyl)-1,5,6,7-tetrahydro-s-indacen-1-yl][2-methyl-4-(3,5-dimethylphenyl)-5-methoxy-6-tert-butylinden-1-yl]zirconium